(5-{[2-(4-chlorophenyl)imidazo[1,2-a]pyridin-3-yl]methyl}-2,5-diazabicyclo[2.2.2]oct-2-yl)-(2-methylphenyl)methanone ClC1=CC=C(C=C1)C=1N=C2N(C=CC=C2)C1CN1C2CN(C(C1)CC2)C(=O)C2=C(C=CC=C2)C